C(C)[C@H]1N(C[C@@H](NC1)CC)C(C)C1=NC2=CC=CC=C2N=C1 (1-((2R,5S)-2,5-diethylpiperazin-1-yl)ethyl)quinoxaline